CC1=NOC=C1C=1C=C2C=CN(C(C2=CC1)=O)CC=1C=C(C=CC1)NC(C)=O N-(3-((6-(3-Methylisoxazol-4-yl)-1-oxoisoquinolin-2(1H)-yl)methyl)phenyl)acetamide